[Br-].N1C(C(C2=CC=CC=C12)=O)=O indolequinone bromide